bicyclo[2.2.2]oct-7-ene C12CCC(CC1)C=C2